CN(C1=CC=C(C=C1)[C@H]1C[C@@]2([C@@](CC[C@H]2[C@@H]2CCC3=CC(CCC3=C12)=O)(C#CC)O)C)C (8S,11R,13S,14S,17S)-11-(4-(dimethylamino)phenyl)-17-hydroxy-13-methyl-17-(prop-1-yn-1-yl)-1,2,6,7,8,11,12,13,14,15,16,17-dodecahydro-3H-cyclopenta[a]phenanthren-3-one